The molecule is a tocopherol in which the chroman-6-ol core is substituted by a methyl group at position 8. It is found particularly in maize (corn) oil and soya bean (soybean) oils. It has a role as a plant metabolite and a food antioxidant. CC1=CC(=CC2=C1O[C@](CC2)(C)CCC[C@H](C)CCC[C@H](C)CCCC(C)C)O